1,6-Di-O-(2-Ethyl)Butyryl-3,4-Di-O-Benzyl-2-Deoxy-β-D-Glucopyranose CCO[C@]1(C[C@@H](OCC2=CC=CC=C2)[C@H](OCC2=CC=CC=C2)[C@H](O1)COCC)C(CCC)=O